FC1=CC(=C(C=C1)C1=C(OC(C1C)(C(F)(F)F)C)C(=O)O)[N+](=O)[O-] 3-(4-fluoro-2-nitrophenyl)-4,5-dimethyl-5-(trifluoromethyl)-4,5-dihydrofuran-2-carboxylic acid